3-chloro-6-ethyl-5-(tetrahydropyran-4-ylamino)pyrazine-2-carboxamide ClC=1C(=NC(=C(N1)NC1CCOCC1)CC)C(=O)N